C(#N)C1=CC=C(C=C1)N1C(N([C@H](C1)C#N)C1=CN=CC2=CC=CC=C12)=O |r| Racemic-1-(4-cyanophenyl)-3-(isoquinolin-4-yl)-2-oxoimidazoline-4-carbonitrile